3-(1-(4-(3-(4-(trifluoromethoxy)phenyl)ureido)phenyl)propan-2-yl)urea FC(OC1=CC=C(C=C1)NC(NC1=CC=C(C=C1)CC(C)NC(N)=O)=O)(F)F